C(#N)C1(CC1)NS(=O)(=O)C=1C=C(C=2N(C1)C(=NC2)C=2SC(=NN2)C(F)(F)F)N2CCN(CC2)C(=O)C2=CC=NO2 N-(1-cyanocyclopropyl)-8-(4-(isoxazole-5-carbonyl)piperazin-1-yl)-3-(5-(trifluoromethyl)-1,3,4-thiadiazol-2-yl)imidazo[1,5-a]pyridine-6-sulfonamide